ClC1=CC(=C(C=C1SCC)O)[N+](=O)[O-] 4-Chloro-5-(ethylsulfanyl)-2-nitrophenol